2-[2-(1-piperidinyl)vinyl]pyrimidine N1(CCCCC1)C=CC1=NC=CC=N1